2-(((tert-butoxycarbonyl)amino)methyl)butanoic acid C(C)(C)(C)OC(=O)NCC(C(=O)O)CC